CC1=CC=C(C=C1)S(=O)(=O)O.CN([C@@H]1CC[C@H](CC1)C=1C(=C(C2=C(OC(O2)C)C1)C)C(=O)NCC=1C(NC(=CC1C)C)=O)C trans-4-(dimethylamino)cyclohexyl-N-[(4,6-dimethyl-2-oxo-1,2-dihydropyridin-3-yl)methyl]-2,4-dimethyl-1,3-benzodioxole-5-carboxamide p-toluenesulfonate